ClC1=C(C(=O)N(C)[C@H](CN2C[C@H](CC2)O)C(C)C)C=CC(=C1)F 2-Chloro-4-fluoro-N-((S)-1-((S)-3-hydroxypyrrolidin-1-yl)-3-methylbutan-2-yl)-N-methylbenzamide